C1(CCCC1)N1N=C(C=C1)NC(=O)C=1C(=CC=2N(C1)C=C(N2)C2CCOCC2)OC N-(1-cyclopentyl-1H-pyrazol-3-yl)-7-methoxy-2-(tetrahydro-2H-pyran-4-yl)imidazo[1,2-a]pyridine-6-carboxamide